(S)-3-((tert-butoxycarbonyl)-amino)-2-(4-chlorophenyl)propanoic acid C(C)(C)(C)OC(=O)NC[C@@H](C(=O)O)C1=CC=C(C=C1)Cl